(1r,4r)-1-(2-(isoxazol-3-ylamino)-2-oxoethyl)-1-(2-((2-(methoxycarbonyl)-4-methylthiophen-3-yl)amino)-2-oxoethyl)-4-(trifluoromethyl)piperidin-1-ium O1N=C(C=C1)NC(C[N+]1(CCC(CC1)C(F)(F)F)CC(=O)NC1=C(SC=C1C)C(=O)OC)=O